tert-butyl N-[(3R)-1-[6-(2-hydroxy-4,6-dimethyl-phenyl)pyridazin-3-yl]-3-piperidyl]carbamate OC1=C(C(=CC(=C1)C)C)C1=CC=C(N=N1)N1C[C@@H](CCC1)NC(OC(C)(C)C)=O